(3S)-N-[3-(7-{[(3S,4R)-3-fluoro-1-methylpiperidin-4-yl]amino}-3-(2,2,2-trifluoroethyl)pyrazolo[1,5-a]pyridin-2-yl)prop-2-yn-1-yl]tetrahydrofuran-3-carboxamide F[C@H]1CN(CC[C@H]1NC1=CC=CC=2N1N=C(C2CC(F)(F)F)C#CCNC(=O)[C@@H]2COCC2)C